Cl[Sn] chlorostannum